5-(4-tert-butyl-phenyl)indazole C(C)(C)(C)C1=CC=C(C=C1)C=1C=C2C=NNC2=CC1